ClC=1C=C(C(=NC1)COC1=CC=CC(=N1)C1=CC(=C(C=C1F)CC(=O)O)F)F [4-[6-[(5-chloro-3-fluoro-2-pyridyl)methoxy]-2-pyridyl]-2,5-difluoro-phenyl]acetic acid